tetradecyltrimethyl-amine bromide [Br-].C(CCCCCCCCCCCCC)CN(C)C